C(C)OC(=O)C1CC(=CC1)C1=CN=C(N1C)C=O 3-(2-formyl-1-methyl-1H-imidazol-5-yl)cyclopent-3-ene-1-carboxylic acid ethyl ester